[Si](C)(C)(C(C)(C)C)OCC1=C(N(N=C1)C1CC1)N [(tert-butyldimethylsilyl)oxy]methyl-2-cyclopropylpyrazol-3-amine